C(C)(C)(C)OC(=O)N1CC(CC1)(NCC1=CC=C(C=C1)OC)CCC=1C(=NC(=CC1)C(F)(F)F)Cl 3-(2-(2-chloro-6-(trifluoromethyl)pyridin-3-yl)ethyl)-3-((4-methoxybenzyl)amino)pyrrolidine-1-carboxylic acid tert-butyl ester